1-(2-((1R,4R)-2,5-diazabicyclo[2.2.1]heptan-2-yl)-6,7-dihydrothiazolo[5,4-c]pyridin-5(4H)-yl)-2-cyclopentylethan-1-one [C@H]12N(C[C@H](NC1)C2)C=2SC=1CN(CCC1N2)C(CC2CCCC2)=O